diethyl 2-acetamido-2-(2-nitrobenzyl)malonate C(C)(=O)NC(C(=O)OCC)(C(=O)OCC)CC1=C(C=CC=C1)[N+](=O)[O-]